BrC1=CC=C(C=C1)NC(COC1=CC=C(C(=O)O)C=C1)=O 4-(2-((4-bromophenyl)amino)-2-oxoethoxy)benzoic acid